[(2R,3S)-3-(cyclopropylmethyl)-7-[5-methyl-6-[1-(trifluoromethyl)cyclopropyl]pyrrolo[2,3-b]pyrazin-3-yl]-3,4,5,6-tetrahydro-2H-azepin-2-yl]methanol C1(CC1)C[C@H]1[C@@H](N=C(CCC1)C1=CN=C2C(=N1)N(C(=C2)C2(CC2)C(F)(F)F)C)CO